FC1=C(C(=CC2=C1OCC1=NC=CN=C12)C#N)I 7-Fluoro-8-iodo-5H-chromeno[3,4-b]pyrazine-9-carbonitrile